CS(=O)(=O)C1=CC=C(C=C1)[C@@H](C)N (1R)-1-(4-methylsulfonylphenyl)ethylamine